4-[(2-hydroxybenzyl)amino]-2-[(1-methyl-1H-pyrazol-4-yl)amino]pyrimidin-5-carboxamide OC1=C(CNC2=NC(=NC=C2C(=O)N)NC=2C=NN(C2)C)C=CC=C1